ClC1=C(N)C(=CC(=C1)Cl)Cl 2,4,6-trichloroaniline